C(C1=CC=CC=C1)(=O)O[C@@H]1C(C(C=2NN=C(C21)C(F)(F)F)F)(F)F [(4S)-5,5,6-trifluoro-3-(trifluoromethyl)-4,6-dihydro-1H-cyclopenta[c]pyrazol-4-yl] benzoate